CC(C(=O)OC)([C@H](OCC#C)C1=CC(=C(C=C1)C)CN1S(C2=C(O[C@@H](C1)C)C=CC=C2)(=O)=O)C |o1:6| Rel-(R)-methyl 2,2-dimethyl-3-(4-methyl-3-(((R)-4-methyl-1,1-dioxido-3,4-dihydro-2H-benzo[b][1,4,5]oxathiazepin-2-yl)methyl)phenyl)-3-(prop-2-yn-1-yloxy)propanoate